5-(3,3,3-trifluoropropyl)-1,2,4-oxadiazol FC(CCC1=NC=NO1)(F)F